FCCCN(CCC(C(=O)O)NC(=O)C=1C=NC=CC1)CCCCC1=NC=2NCCCC2C=C1 4-[3-fluoropropyl-[4-(5,6,7,8-tetrahydro-1,8-naphthyridin-2-yl)butyl]amino]-2-(pyridine-3-carbonylamino)butanoic acid